FC1=C2C=CC(N(C2=CC=C1S(=O)(=O)NC1=NOC=C1)C1=C(C=C(C(=C1)F)C1CC(C1)C(F)(F)F)OC)=O 5-fluoro-1-(5-fluoro-2-methoxy-4-(3-(trifluoromethyl)cyclobutyl)phenyl)-N-(isoxazol-3-yl)-2-oxo-1,2-dihydroquinoline-6-sulfonamide